C1OCCC12CCN(CC2)C2=CC(=NC=N2)N2NC(=CC2=O)N2N=NC=C2 2-(6-(2-oxa-8-azaspiro[4.5]decan-8-yl)pyrimidin-4-yl)-5-(1H-1,2,3-triazol-1-yl)-1,2-dihydro-3H-pyrazol-3-one